1-(2-(dimethylamino)ethyl)-3,3-dimethyl-2-((E)-2-((E)-3-(2-((E)-1,3,3-trimethylindolin-2-ylidene)ethylidene)cyclohex-1-en-1-yl)vinyl)-3H-indol-1-ium CN(CC[N+]1=C(C(C2=CC=CC=C12)(C)C)\C=C\C1=C/C(/CCC1)=C/C=C\1/N(C2=CC=CC=C2C1(C)C)C)C